methyl (S)-3-(((R)-tert-butylsulfinyl)amino)-3-(4-(2,6-dimethylphenyl)-6-(trifluoromethyl)pyridin-2-yl)propanoate C(C)(C)(C)[S@@](=O)N[C@@H](CC(=O)OC)C1=NC(=CC(=C1)C1=C(C=CC=C1C)C)C(F)(F)F